COC(=O)C1=C(C=NC=C1)NC[C@H]1COC2=C1C=CC(=C2)N(C2=CC=C(C=C2)C)C 3-({[(3S)-6-[methyl-(4-methylphenyl)amino]-2,3-dihydro-1-benzofuran-3-yl]methyl}amino)pyridine-4-carboxylic acid methyl ester